C(C)(C)C1=C(NC2=CC=C(C=C12)C1CCN(CC1)S(=O)(=O)CCO)C=1C=C(C=2N(C1)N=NN2)C 2-((4-(3-isopropyl-2-(8-methyltetrazolo[1,5-a]pyridin-6-yl)-1H-indol-5-yl)piperidin-1-yl)sulfonyl)ethan-1-ol